CN(C1N(C(=CC(=C1)C)N1CCOCC1)CCCC(C)(C)C)C 2-Dimethylamino-N-(4,4-dimethyl-pentyl)-4-methyl-6-morpholin-4-yl-pyridine